Cl.Cl.N[C@H](C(=O)OCC(F)(F)F)CC=1C=CC=2N(C1)C=CN2 2,2,2-Trifluoroethyl (S)-2-amino-3-(imidazo[1,2-a]pyridin-6-yl)propanoate dihydrochloride